N-(3-(diethylamino)propyl)-2-(4-(oxetan-3-yl)phenyl)benzo[d]imidazo[2,1-b]thiazole-7-carboxamide C(C)N(CCCNC(=O)C1=CC2=C(N3C(S2)=NC(=C3)C3=CC=C(C=C3)C3COC3)C=C1)CC